2-((6-methoxybenzo[d]thiazol-2-yl)amino)-6-methyl-N-(pyrrolidin-3-yl)isonicotinamide COC1=CC2=C(N=C(S2)NC=2C=C(C(=O)NC3CNCC3)C=C(N2)C)C=C1